O(F)F.[Ta].[Fe].[Li] Lithium iron Tantalum Oxyfluoride